C(C)N(C(OC(C)(C)C)=O)C1=CC=C(C=C1)\C=C\C1=CC=C(C=C1)OCC#C tert-Butyl (E)-Ethyl(4-(4-(prop-2-yn-1-yloxy)styryl)phenyl)-carbamate